p-tert.octyl-phenol C(C)(C)(CC(C)(C)C)C1=CC=C(C=C1)O